cyclohexyl L-alaninate N[C@@H](C)C(=O)OC1CCCCC1